CN(C(=S)S[SH-]C(N(C)C)=S)C dimethylcarbamothioylsulfanyl-N,N-dimethyldithiocarbamate